FC1=C(C=C(C=C1)NC(=O)C1=C(N(C(=C1C)C(C(=O)NC1CCC2=C(N(N=N2)C)C1)=O)C)C)C N-(4-fluoro-3-methylphenyl)-1,2,4-trimethyl-5-(2-((1-methyl-4,5,6,7-tetrahydro-1H-benzo[d][1,2,3]triazol-6-yl)amino)-2-oxoacetyl)-1H-pyrrole-3-carboxamide